FC=1C=C(C=C(C1C(=O)[2H])F)/C=C/C(=O)OC methyl (E)-3-(3,5-difluoro-4-(formyl-d)phenyl)acrylate